ClC1=C(C=C(C=C1)C1=CN(C(C=C1)=O)C(C)C)C[C@@H](C(=O)NC1=CC=C(C=C1)C1=NN=CN1C)NC(OCC(C)C)=O isobutyl N-[(1S)-1-[[2-chloro-5-(1-isopropyl-6-oxo-3-pyridyl)phenyl]methyl]-2-[4-(4-methyl-1,2,4-triazol-3-yl)anilino]-2-oxo-ethyl]carbamate